CN1N=CC(=C1)C(C#N)(C)C1=CC=CC=C1 2-(1-methylpyrazol-4-yl)-2-phenyl-propionitrile